2,6-dichloro-4-methylnicotinamide ClC1=C(C(=O)N)C(=CC(=N1)Cl)C